N-((2-(6-((cis)-2,6-dimethylmorpholino)-4-fluoropyridin-2-yl)-1,6-naphthyridin-7-yl)methyl)-3-((2-hydroxyethyl-2,2-d2)sulfonyl)-4-methylbenzamide C[C@@H]1O[C@@H](CN(C1)C1=CC(=CC(=N1)C1=NC2=CC(=NC=C2C=C1)CNC(C1=CC(=C(C=C1)C)S(=O)(=O)CC([2H])([2H])O)=O)F)C